1-(5-(benzyloxy)-2-chloropyridin-3-yl)ethan-1-one C(C1=CC=CC=C1)OC=1C=C(C(=NC1)Cl)C(C)=O